NC(CCC(C)N)C 1,4-diamino-1,4-dimethyl-butane